ClC1=C(C=C(C(=C1)F)C1=NN=C(N1)C1CC1)NC(=O)C=1C=NN2C1C=CC(=C2)OC N-[2-Chloro-5-(5-cyclopropyl-4H-1,2,4-triazol-3-yl)-4-fluorophenyl]-6-methoxypyrazolo[1,5-a]pyridine-3-carboxamide